C(#N)[C@@]1(CC12CC2)C=2C=C1C=C(N=CC1=CC2)NC(=O)[C@H]2[C@@H](C2)C=2C=NN(C2)C (1R,2R)-N-(6-((R)-1-cyanospiro[2.2]pentan-1-yl)isoquinolin-3-yl)-2-(1-methyl-1H-pyrazol-4-yl)cyclopropane-1-carboxamide